BrC1=C(C=NN(C1=O)C)N[C@@H]1C[C@@H](CN(C1)C)C1=CC=C(C(=O)N2CCC3(CC2)CCN(CC3)C3=CC(=C(C(=C3)C)C3C(NC(CC3)=O)=O)C)C=C1 3-[4-[3-[4-[(3R,5R)-5-[(5-bromo-1-methyl-6-oxo-pyridazin-4-yl)amino]-1-methyl-3-piperidyl]benzoyl]-3,9-diazaspiro[5.5]undecan-9-yl]-2,6-dimethyl-phenyl]piperidine-2,6-dione